CS(=O)(=O)N1CCN(CC1)C1=CC(=NC=C1)NC=1SC2=NC(=CC=C2N1)C=1C=NNC1 N-(4-(4-(methylsulfonyl)-piperazin-1-yl)pyridin-2-yl)-5-(1H-pyrazol-4-yl)-thiazolo[5,4-b]pyridin-2-amine